4-FLUORO-5-FORMYL-3-METHYL-1H-PYRROLE-2-CARBOXYLIC ACID FC=1C(=C(NC1C=O)C(=O)O)C